FC(C1=CC=C(C=C1)NC=1C(=NC=CC1)C1=NN=C(O1)[C@@]1(C(NCC1)=O)C=C)(F)F (S)-3-(5-(3-((4-(trifluoromethyl)phenyl)amino)pyridin-2-yl)-1,3,4-oxadiazol-2-yl)-3-vinylpyrrolidin-2-one